N[S@@](=NC(CC1=C(C=C(C=C1C(C)C)C1=CC2=CC=CC=C2C=C1)C(C)C)=O)(=O)C1=CN=C(S1)C(C)(C)O (S)-N-(amino(2-(2-hydroxypropan-2-yl)thiazol-5-yl)(oxo)-λ6-sulfaneylidene)-2-(2,6-diisopropyl-4-(naphthalen-2-yl)phenyl)acetamide